ClC1=NC(=CC(=C1)C=1C(=NN2C1N=C(C=C2)O[C@@H]2CN(CCC2)C(=O)OC(C)(C)C)C2=CC(=CC=C2)C#N)C tert-Butyl (3S)-3-[3-(2-chloro-6-methyl-4-pyridyl)-2-(3-cyanophenyl)pyrazolo[1,5-a]pyrimidin-5-yl]oxypiperidine-1-carboxylate